4-methyl-3,5-diiodobenzaldehyde CC1=C(C=C(C=O)C=C1I)I